C(C)(C)(C)OC(=O)NC(CN1N=C(C=C1C(=O)OC)C(=O)OC)C dimethyl 1-(2-((tert-butoxycarbonyl)amino)propyl)-1H-pyrazole-3,5-dicarboxylate